5-(3-(5-bromo-3-chloro-1H-indol-1-yl)-1,2,4-oxadiazol-5-yl)-2-isopropoxy-benzonitrile BrC=1C=C2C(=CN(C2=CC1)C1=NOC(=N1)C=1C=CC(=C(C#N)C1)OC(C)C)Cl